[Mo].[Re].[W] tungsten-rhenium-molybdenum